FC1=CC(=C(OCCN(C(OC(C)(C)C)=O)C)C=C1)B1OC(C(O1)(C)C)(C)C tert-butyl N-[2-[4-fluoro-2-(4,4,5,5-tetramethyl-1,3,2-dioxaborolan-2-yl)phenoxy]ethyl]-N-methyl-carbamate